FC(C(=O)O)(F)F.N1(CCC1)C[C@H](C1=CC=CC=C1)NC1=CC(=C(C=C1Cl)S(=O)(=O)NC=1SC=CN1)F (S)-4-((2-(azetidin-1-yl)-1-phenylethyl)amino)-5-chloro-2-fluoro-N-(thiazol-2-yl)benzenesulfonamide 2,2,2-trifluoroacetate